ClC1=C(C=CC(=C1)F)C1=NOC(=C1)N 3-(2-chloro-4-fluoro-phenyl)isoxazol-5-amine